acetoxymethyl 4-((6-bromonaphthalen-2-yl)oxy)-1H-1,2,3-triazole-5-carboxylate BrC=1C=C2C=CC(=CC2=CC1)OC=1N=NNC1C(=O)OCOC(C)=O